(R)-5-(4-(2-methoxyethoxy)-6-(3-methoxytetrahydrofuran-3-yl)pyridin-2-yl)-7-methylpyrrolo[1,2-c]pyrimidin-3-amine COCCOC1=CC(=NC(=C1)[C@]1(COCC1)OC)C=1C=C(N2C=NC(=CC21)N)C